O[C@H]1C[C@H](CCC1)NC=1N=NC(=C2C1C=NC=C2)C2=C(C=C(C=C2)OC(F)(F)F)O 2-[4-[[(1s,3r)-3-hydroxycyclohexyl]amino]pyrido[3,4-d]pyridazin-1-yl]-5-(trifluoromethoxy)phenol